tert-butyl (4-formylpyridin-2-yl)carbamate C(=O)C1=CC(=NC=C1)NC(OC(C)(C)C)=O